3-methylidenecyclopentane-1-carboxylic acid C=C1CC(CC1)C(=O)O